α,α'-azodiisobutyramidine dihydrochloride Cl.Cl.N(=NC(C(=N)N)(C)C)C(C(=N)N)(C)C